4-chloro-2-(4-chlorophenyl)-quinazoline ClC1=NC(=NC2=CC=CC=C12)C1=CC=C(C=C1)Cl